FC1=C(C=C(C=C1)F)[C@@H]1N(OCC1)C1=CC(=NC=N1)NC=1C(=CC(=C(C1)NC(C=C)=O)N1CCC(CC1)N1C[C@H](N(CC1)C)C)OC N-(5-((6-((R)-3-(2,5-difluorophenyl)isoxazolidine-2-yl)pyrimidine-4-yl)amino)-2-(4-((R)-3,4-dimethylpiperazine-1-yl)piperidine-1-yl)-4-methoxyphenyl)acrylamide